CP(CCCCOP(C)C)C 4-dimethylphosphino-1-dimethylphosphineoxybutane